2-(Triphenylphosphoranylidene)acetaldehyde C1(=CC=CC=C1)P(=CC=O)(C1=CC=CC=C1)C1=CC=CC=C1